3-(3-cyclopropylphenyl)-N-methylcyclobutan-1-amine, trifluoroacetate salt FC(C(=O)O)(F)F.C1(CC1)C=1C=C(C=CC1)C1CC(C1)NC